C(=O)(OC(C)(C)C)N1C[C@@H](CCC1)O (R)-1-N-Boc-3-hydroxypiperidine